(2E,6Z)-nona-2,6-dien-1-yl hexadecanoate C(CCCCCCCCCCCCCCC)(=O)OC\C=C\CC\C=C/CC